(3s,4r,5r)-3,4,5-tris(benzyloxy)-1-(1-(3-chloro-2-fluorophenyl)propan-2-yl)piperidine C(C1=CC=CC=C1)O[C@H]1CN(C[C@H](C1OCC1=CC=CC=C1)OCC1=CC=CC=C1)C(CC1=C(C(=CC=C1)Cl)F)C